1-[4-(10-biphenyl-4-yl-9-anthracenyl)phenyl]-2-ethyl-1H-benzimidazole C1(=CC=C(C=C1)C1=C2C=CC=CC2=C(C2=CC=CC=C12)C1=CC=C(C=C1)N1C(=NC2=C1C=CC=C2)CC)C2=CC=CC=C2